N[C@@H](CCC(=O)O)C(=O)O.N[C@@H](CCCCN)C(=O)O.N[C@@H](CC1=CC=C(C=C1)O)C(=O)O.N[C@@H](C)C(=O)O L-alanine compound with L-tyrosine compound with L-lysine compound with L-glutamic acid